tert-butyl 4-[(4-methylsulfonyloxycyclohexyl)methyl]piperidine-1-carboxylate CS(=O)(=O)OC1CCC(CC1)CC1CCN(CC1)C(=O)OC(C)(C)C